[Si](C)(C)(C(C)(C)C)OC1CC(C1)CC#N 2-[(1r,3s)-3-[(tert-butyldimethylsilyl)oxy]cyclobutyl]acetonitrile